C(#N)C=1C=2N(C=C(C1)C1CC1)C=C(N2)CN2N=NC(=C2)C(=O)OCC ethyl 1-((8-cyano-6-cyclopropylimidazo[1,2-a]pyridin-2-yl)methyl)-1H-1,2,3-triazole-4-carboxylate